tert-butyl 7-(2-((4-cyanophenyl)(4-methoxybenzyl)amino)ethyl)-6,8-dioxa-2-azaspiro[3.5]nonane-2-carboxylate C(#N)C1=CC=C(C=C1)N(CCC1OCC2(CN(C2)C(=O)OC(C)(C)C)CO1)CC1=CC=C(C=C1)OC